OC1=CC=C(C=CC(C)=O)C=C1 para-hydroxybenzylideneacetone